FC(C1=NC=NC=C1N1C[C@H](CC1)CN1[C@@H]([C@H]([C@@H]([C@H](C1)OCC1=CC=CC=C1)OCC1=CC=CC=C1)OCC1=CC=CC=C1)C)(F)F 4-(trifluoromethyl)-5-((R)-3-(((2R,3R,4R,5S)-3,4,5-tris(benzyloxy)-2-methylpiperidin-1-yl)methyl)pyrrolidin-1-yl)pyrimidine